CC1(CCCCC1)NCC(C)C 3-(Methylcyclohexyl)amino-2-methyl-propan